3-((3-fluoro-4-(5-(trifluoromethyl)-1,2,4-oxadiazol-3-yl)benzyl)amino)-4-(((1-methyl-1H-pyrazol-4-yl)methyl)amino)cyclobut-3-ene-1,2-dione FC=1C=C(CNC=2C(C(C2NCC=2C=NN(C2)C)=O)=O)C=CC1C1=NOC(=N1)C(F)(F)F